C1(CC1)NC(NC1=CC(=C(N=N1)C(=O)NC([2H])([2H])[2H])NC1=C(C(=CC=C1)C1=NN(C=N1)C)OC)=O 6-(3-cyclopropylureido)-4-((2-methoxy-3-(1-methyl-1H-1,2,4-triazol-3-yl)phenyl)amino)-N-(methyl-d3)pyridazine-3-carboxamide